NC1=C2C(=NC=N1)N(N=C2C#CC=2C=C(C=NC2C)NC(=O)N2OCC[C@@H]2C2=CC=CC=C2)CC (R)-N-(5-((4-amino-1-ethyl-1H-pyrazolo[3,4-d]pyrimidin-3-yl)ethynyl)-6-methylpyridin-3-yl)-3-phenylisoxazolidin-2-carboxamide